C1(=CC=CC=C1)NC1=NC(=CC(=C1C#N)C)NCCC1=CC=CC=C1 2-phenylamino-6-(2-phenylethylamino)-3-cyano-4-methylpyridine